CC1=CC=2NC(=CC2S1)C(=O)NC1=C(C=CC=C1)C(F)(F)F 2-methyl-N-[2-(trifluoromethyl)phenyl]-4H-thieno[3,2-b]pyrrole-5-carboxamide